benzyl N-methyl-N-[2-(methylamino)ethyl]carbamate hydrochloride Cl.CN(C(OCC1=CC=CC=C1)=O)CCNC